P(O)(=O)(OP(=O)(O)OP(=O)(O)O)OC[C@@H]1[C@H]([C@H]([C@@H](O1)N1C=NC=2C(NC(C)=O)=NC=NC12)O)O N-acetyladenosine-5'-triphosphate